tert-butyl ((3S,3aR,6S,6aR)-6-(1-(9H-fluoren-9-yl)-3,6,9-trioxo-2-oxa-4,7,10-triazadodecan-12-amido)hexahydrofuro[3,2-b]furan-3-yl)carbamate C1=CC=CC=2C3=CC=CC=C3C(C12)COC(NCC(NCC(NCC(=O)N[C@H]1CO[C@H]2[C@@H]1OC[C@@H]2NC(OC(C)(C)C)=O)=O)=O)=O